(Z)-1-(4-trifluoromethylbenzyl)-3-((3,5-dimethyl-1H-pyrrol-2-yl)methylene)-5-nitro-2-indolone FC(C1=CC=C(CN2C(\C(\C3=CC(=CC=C23)[N+](=O)[O-])=C/C=2NC(=CC2C)C)=O)C=C1)(F)F